FC1=C(C=CC=C1)C1=CC=CC2=C1N=C(O2)N (2-fluorophenyl)-2-aminobenzoxazole